[N+](=O)([O-])C(CO)CO 2-nitro-1,3-propanediol